C(#N)CCOCC(C(C(COCCC#N)OCCC#N)OCCC#N)OCCC#N 1,2,3,4,5-penta(β-cyanoethoxy)pentane